ethyl trans-6-fluoro-5-phenyl-6,7-dihydro-5H-pyrrolo[1,2-b][1,2,4]triazole-2-carboxylate F[C@@H]1CC=2N(N=C(N2)C(=O)OCC)[C@H]1C1=CC=CC=C1